(R)-N-(5-((4-(2-methoxypropoxy)phenyl)ethynyl)-8-(methylamino)-2,7-naphthyridin-3-yl)cyclopropanecarboxamide CO[C@@H](COC1=CC=C(C=C1)C#CC1=C2C=C(N=CC2=C(N=C1)NC)NC(=O)C1CC1)C